4,5α-epoxy-14-hydroxy-3-methoxy-17-methyl-6-morphinanone O[C@@]12CCC([C@H]3[C@]14C=1C(=C(C=CC1C[C@H]2N(CC4)C)OC)O3)=O